2-amino-4-fluoro-3-methylbenzoic acid NC1=C(C(=O)O)C=CC(=C1C)F